CC=1SC=C(N1)C#N 2-methylthiazole-4-carbonitrile